C(C)(CC)N1N=C(C(=C1CC)O)CCC 1-sec-butyl-5-ethyl-4-hydroxy-3-n-propyl-pyrazole